C(C)(C)(C)C1=CC(=NO1)NC(NC1CCC=2NC3=C(C=CC=C3C2C1)C(=O)NC1CC1)=O 3-(3-(5-tert-butylisoxazol-3-yl)ureido)-N-cyclopropyl-2,3,4,9-tetrahydro-1H-carbazole-8-carboxamide